2'-chloro-5'-methoxy-6-methyl-N-{5-[(oxan-4-ylmethyl)carbamoyl]-1,3,4-thiadiazol-2-yl}-[4,4'-bipyridine]-3-carboxamide ClC1=NC=C(C(=C1)C1=C(C=NC(=C1)C)C(=O)NC=1SC(=NN1)C(NCC1CCOCC1)=O)OC